ClC1=C(C=C(C=C1)Cl)NC1=C(C=CC=C1)N 2,5-dichlorophenylphenylenediamine